P(=O)(OC)(OC1=C(C=CC=C1)Cl)OC[C@@H](CCCCCCCCCCCCCCCCCCCC)OC1=CC(=CC=C1)C#N methyl (2-chlorophenyl) ((R)-2-(3-cyanophenoxy)docosyl) phosphate